4-cis-decadienoyl-carnitine C(C=C\C=C/CCCCC)(=O)C(O)(C[N+](C)(C)C)CC([O-])=O